methyloxiranecarboxylate COC(=O)C1OC1